C(C(=O)O)(=O)O.C1N(CC12CNC2)C(=O)OC(C)(C)C tert-butyl 2,6-diazaspiro[3.3]heptane-2-carboxylate oxalic acid salt